FC1=C(C(=CC=C1)F)C1=CC(=C(N=N1)C(=O)N)NC=1C=C2CCNC2=CC1 6-(2,6-difluorophenyl)-4-(indolin-5-ylamino)pyridazine-3-carboxamide